O=C1N(\C(\C2CC12)=C\C(=O)OCC)CC1=C(C(=C(C=C1)F)F)F ethyl (2E)-2-[4-oxo-3-[(2,3,4-trifluorophenyl)methyl]-3-azabicyclo[3.1.0]hexan-2-ylidene]acetate